dibutyl disulphide C(CCC)SSCCCC